OC(C=O)(C)O dihydroxy-1-propanone